C1(=C(C=CC=C1C)C)C1=C(C=CC=C1)O 2,6-xylenylphenol